tungsten-rhenium nickel-iron [Fe].[Ni].[Re].[W]